C(CCC)N1N=C(C(=C1CCC)O)CC(C)C 1-n-Butyl-3-isobutyl-4-hydroxy-5-n-propyl-pyrazol